1-[5-[bis[(4-methoxyphenyl)methyl]amino]-2-(2-methoxy-4-pyridyl)oxazol-4-yl]-3-hydroxypent-2-en-1-one COC1=CC=C(C=C1)CN(C1=C(N=C(O1)C1=CC(=NC=C1)OC)C(C=C(CC)O)=O)CC1=CC=C(C=C1)OC